2-(4-chloro-3-(trifluoromethyl)phenyl)-3-(5-hydroxy-5-methylhex-1-ynyl)-6-(2-methyl-5-(trifluoromethyl)pyrazol-3-yl)phenol ClC1=C(C=C(C=C1)C1=C(C(=CC=C1C#CCCC(C)(C)O)C=1N(N=C(C1)C(F)(F)F)C)O)C(F)(F)F